CC1=CC2=C(C(=CCCC2(C)C)CS(=O)(=O)C2=CC=CC=C2)C=C1 3,5,5-Trimethyl-9-((phenylsulfonyl)methyl)-6,7-dihydro-5H-benzo[7]annulene